COC1=CC(=CC(=C1OC)O)C2=COC3=C(C2=O)C(=C(C(=C3)O)OC)O The molecule is a hydroxyisoflavone that is isoflavone substituted by hydroxy groups at positions 5, 7 and 3' and methoxy groups at positions 6, 4' and 5' respectively. It has a role as a plant metabolite. It is a hydroxyisoflavone and a member of 4'-methoxyisoflavones. It derives from an isoflavone.